C(C)(C)C=1C=2N(C=CC1)N=C(C2)[C@H]2N(CCC1=C2N=CN1)C=1OC(=NN1)C1=NC=CC=C1C (S)-2-(4-(4-isopropylpyrazolo[1,5-a]pyridin-2-yl)-1,4,6,7-tetrahydro-5H-imidazo[4,5-c]pyridin-5-yl)-5-(3-methylpyridin-2-yl)-1,3,4-oxadiazole